C(C)(=O)OC(C(C(=O)OC)C)C METHYL 3-ACETOXY-2-METHYLBUTYRATE